ClC=1C=C(C=CC1Cl)[C@H](NC(=O)N1[C@@H](C(NCC1)=O)C)C=1C=NC(=NC1)C(F)(F)F (2R)-N-((S)-(3,4-dichlorophenyl)(2-(trifluoromethyl)pyrimidin-5-yl)methyl)-2-methyl-3-oxopiperazine-1-carboxamide